O[C@@H](C(=O)NCCCO)C(CO)(C)C |r| (±)-2,4-dihydroxy-N-(3-hydroxypropyl)-3,3-dimethylbutyramide